ClP1(N(P(=N1)(Cl)Cl)Cl)(Cl)Cl hexachlorocyclodiphosphazene